2-(2-cyclohexylethyl)-8-(p-tolyl)anthra[1,2-b:5,6-b']dithiophene C1(CCCCC1)CCC1=CC2=C(S1)C1=CC=3C=CC4=C(SC(=C4)C4=CC=C(C=C4)C)C3C=C1C=C2